CSC(=NCCC[C@@H](C(=O)O)N)N The molecule is an L-arginine derivative in which the guanidino NH2 group of L-arginine is replaced by a methylsufanyl group. It has a role as an EC 1.14.13.39 (nitric oxide synthase) inhibitor and a neuroprotective agent. It is a L-arginine derivative, a L-ornithine derivative, a non-proteinogenic L-alpha-amino acid and an imidothiocarbamic ester.